2,2,2-trifluoroethyl 2-((2S,5R)-5-methyl-2-(3-(4-methylpiperazin-1-yl)phenyl)-4-pivaloylpiperazin-1-yl)-2-oxoacetate 2,2,2-Trifluoroethyl-2-chloro-2-oxo-acetate FC(COC(C(=O)Cl)=O)(F)F.C[C@H]1N(C[C@@H](N(C1)C(C(=O)OCC(F)(F)F)=O)C1=CC(=CC=C1)N1CCN(CC1)C)C(C(C)(C)C)=O